Ethyl 2-[benzyl(1-naphthylmethyl)amino]-2-oxo-acetate C(C1=CC=CC=C1)N(C(C(=O)OCC)=O)CC1=CC=CC2=CC=CC=C12